NC1=C(C(=NN1C(C)C=1N=C2N(C(C1C1=CC(=CC=C1)F)=O)C(=CS2)C)C2=CC(=C(C=C2)OC(C)C)F)C#N 5-amino-3-(3-fluoro-4-isopropoxyphenyl)-1-(1-(6-(3-fluorophenyl)-3-methyl-5-oxo-5H-thiazolo[3,2-a]Pyrimidin-7-yl)ethyl)-1H-pyrazole-4-carbonitrile